C1(CC1)C=1C=CC(=C(N)C1)OC(C)C 5-cyclopropyl-2-isopropoxy-aniline